C(C1=CC=CC=C1)(C1=CC=CC=C1)N1CC(C1)=C(CO)Br 2-(1-benzhydrylazetidin-3-ylidene)-2-bromoethane-1-ol